ClC1=CC=C2CC3(CCN(CC3)C(=O)C3=CC(=NC=N3)NC3CCN(CC3)C(C)=O)NCC2=C1 1-(4-{[6-(7-chloro-1,4-dihydro-1'H,2H-spiro[isoquinoline-3,4'-piperidine]-1'-carbonyl)pyrimidin-4-yl]amino}piperidin-1-yl)ethan-1-one